4-(4-fluoromethyl-4-methyl-5-oxo-2-thioxo-3-(4-methylphenyl)imidazolidin-1-yl)-2-trifluoromethylbenzonitrile FCC1(N(C(N(C1=O)C1=CC(=C(C#N)C=C1)C(F)(F)F)=S)C1=CC=C(C=C1)C)C